S(=O)(=O)(ON1[C@@H]2CC[C@H](N(C1=O)C2)C(NS(=O)(=O)C2CC2)=N)[O-].[Na+] sodium (2S,5R)-2-(N-(cyclopropylsulfonyl) carbamimidoyl)-7-oxo-1,6-diazabicyclo[3.2.1]octan-6-yl sulfate